The molecule is a member of the class of benzazocines that is (5Z)-1,2,3,4-tetrahydro-1-benzazocine which is substituted by a 2-methylpropyl, N-{4-[(S)-(1-propyl-1H-imidazol-5-yl)methanesulfinyl]phenyl}carboxamide and 4-(2-butoxyethoxy)phenyl groups at positions 1, 5 and 8, respectively. It is a potent chemokine 2 and 5 receptor antagonist currently in development for the treatment of liver fibrosis in adults with nonalcoholic steatohepatitis (NASH). It has a role as a chemokine receptor 5 antagonist, an anti-HIV agent, a chemokine receptor 2 antagonist, an antirheumatic drug and an anti-inflammatory agent. It is a diether, a member of imidazoles, a sulfoxide, an aromatic ether, a secondary carboxamide and a benzazocine. CCCCOCCOC1=CC=C(C=C1)C2=CC/3=C(C=C2)N(CCC/C(=C3)/C(=O)NC4=CC=C(C=C4)[S@@](=O)CC5=CN=CN5CCC)CC(C)C